OC(CC=1SC(=CC1C(=O)N)C1=NC(=NC=C1C(F)(F)F)NC1CCN(CC1)S(=O)(=O)C=1N=CN(C1)C)(C)C 2-(2-hydroxy-2-methylpropyl)-5-(2-((1-((1-methyl-1H-imidazol-4-yl)sulfonyl)piperidin-4-yl)amino)-5-(trifluoromethyl)pyrimidin-4-yl)thiophene-3-carboxamide